(6aR)-8-Acryloyl-4-chloro-1-((R)-2,4-dimethyl-5-oxapiperazin-1-yl)-3-(2-fluoro-6-hydroxyphenyl)-6,6a,7,8,9,10-hexahydro-12H-pyrazino[2,1-c]pyrido[3,4-f][1,4]oxazepin-12-one C(C=C)(=O)N1C[C@@H]2COC3=C(C(N2CC1)=O)C(=NC(=C3Cl)C3=C(C=CC=C3O)F)N3[C@@H](CN(OC3)C)C